6-methyl-5-(1-((2-methylallyl)oxy)ethyl)indolizine-7-carboxylic acid CC1=C(N2C=CC=C2C=C1C(=O)O)C(C)OCC(=C)C